methyl 2-acrylamido-2-phenylacetate C(C=C)(=O)NC(C(=O)OC)C1=CC=CC=C1